ClC1=C(C(=C(C=C1OC)OC)Cl)C1=CC2=C(N=C(N=C2)SC)C(=N1)C1CCOCC1 6-(2,6-dichloro-3,5-dimethoxyphenyl)-2-(methylthio)-8-(tetrahydro-2H-pyran-4-yl)pyrido[3,4-d]pyrimidine